Tert-butyl 2-(((tert-butoxycarbonyl)(cyclobutylmethyl)amino)methyl)-6-((4-(5-(pyrrolidine-1-yl)pyridin-3-yl)-1H-1,2,3-triazol-1-yl)methyl)-1H-indole-1-carboxylate C(C)(C)(C)OC(=O)N(CC1CCC1)CC=1N(C2=CC(=CC=C2C1)CN1N=NC(=C1)C=1C=NC=C(C1)N1CCCC1)C(=O)OC(C)(C)C